3-(6-Chloro-5-(4-(3-hydroxypyridin-4-yl)phenyl)-1H-indazol-3-yl)propanoic acid ClC1=C(C=C2C(=NNC2=C1)CCC(=O)O)C1=CC=C(C=C1)C1=C(C=NC=C1)O